N2-(3-(5-cyclopropoxy-pyridin-2-yl)-1,2,4-thiadiazol-5-yl)-N3,N3-dimethyl-pyridine-2,3-diamine C1(CC1)OC=1C=CC(=NC1)C1=NSC(=N1)NC1=NC=CC=C1N(C)C